C(C)SC=1C(=NC=C(C1)C(F)(F)F)C1=NC=2C(=NC=C(C2)SC(F)(F)F)N1C 2-(3-ethylsulfanyl-5-trifluoromethyl-pyridin-2-yl)-3-methyl-6-trifluoromethylsulfanyl-3H-imidazo[4,5-b]pyridine